NC(C(CCC(=O)OC(C)(C)C)N1C(C2=CC=C(C=C2C1)C1=NC=CC(=C1F)CO)=O)=O tert-butyl 5-amino-4-(5-(3-fluoro-4-(hydroxymethyl)pyridin-2-yl)-1-oxoisoindolin-2-yl)-5-oxopentanoate